3-(1H-pyrazol-4-yl)-1-(2-(6-(trifluoromethyl)imidazo[1,2-a]pyrazin-3-yl)pyrimidin-4-yl)piperidin-3-ol N1N=CC(=C1)C1(CN(CCC1)C1=NC(=NC=C1)C1=CN=C2N1C=C(N=C2)C(F)(F)F)O